C1CCN2CCCC12COC=1N=C(C2=C(N1)C=CN=C2)OCC(F)(F)F ((hexahydro-1H-pyrrolizin-7a-yl)methoxy)-4-(2,2,2-trifluoroethoxy)pyrido[4,3-d]pyrimidine